C(C)(C)(C)[C@@H]1CC=2C=C(C(=NC2C=2N1C=C(C(C2)=O)C(=O)O)OC)OCCCOC (S)-6-(tert-butyl)-2-methoxy-3-(3-methoxypropoxy)-10-oxo-6,10-dihydro-5H-pyrido[1,2-H][1,7]naphthyridine-9-carboxylic acid